NC1=NC=CC2=C(C=CC=C12)C1=CC=C2CC[C@H](C2=C1)OC1=C(C=C(C=C1)OC)CC(=O)OCC (R)-ethyl 2-(2-((6-(1-aminoisoquinolin-5-yl)-2,3-dihydro-1H-inden-1-yl)oxy)-5-methoxyphenyl)acetate